FC1=C2C=C(NC2=CC=C1OC1=NC=NN2C1=C(C(=C2)OC[C@@H](C)OC([C@H](C)N)=O)C)C (S)-((R)-1-(4-(4-FluorO-2-methyl-1H-indol-5-yloxy)-5-methylpyrrolo[2,1-f][1,2,4]triazin-6-yloxy)propan-2-yl)2-aminopropanoate